4-amino-3,5-dimethylbenzaldehyde NC1=C(C=C(C=O)C=C1C)C